C1(CC1)C1=CC(=NN1)NC(=O)C1CN(C(C1)=O)C1=CC(=CC=C1)C N-(5-cyclopropyl-1H-pyrazol-3-yl)-1-(3-methylphenyl)-5-oxopyrrolidine-3-carboxamide